C(C)C(COP(O)(O)=O)CCCC 2-ethylhexyl-phosphoric acid